ethyl 8-((6-(3-fluorophenyl)pyridin-3-yl)sulfonyl)-3,8-diazabicyclo[3.2.1]octane-1-carboxylate FC=1C=C(C=CC1)C1=CC=C(C=N1)S(=O)(=O)N1C2(CNCC1CC2)C(=O)OCC